CC1(OB(OC1(C)C)C=1C=NC(=NC1)NCCNC(OC(C)(C)C)=O)C tert-butyl (2-((5-(4,4,5,5-tetramethyl-1,3,2-dioxaborolan-2-yl)pyrimidin-2-yl)amino)ethyl)carbamate